C1(CC1)N1N=C(C(C(=C1)C1=CC=C(C=C1)F)=O)C(=O)NC1=NC=C(C=C1)OC1=CC=NC2=CC(=C(C=C12)C)C 1-cyclopropyl-N-(5-((6,7-dimethylquinolin-4-yl)oxy)pyridin-2-yl)-5-(4-fluorophenyl)-4-oxo-1,4-dihydropyridazine-3-carboxamide